CS(=O)(=O)[O-].OC1=CC=C(C=C1)[S+](C)C (4-hydroxyphenyl)dimethylsulfonium methanesulfonate salt